CC1=C(C=CC(=C1)C=O)C1=CC=CC=C1 methyl-[1,1'-biphenyl]-4-carbaldehyde